((1S,6R,7R)-3-(5-((3-fluoro-2-methylpyridin-4-yl)thio)pyrazin-2-yl)-7-(2-fluorophenyl)-3-azabicyclo[4.1.0]heptan-7-yl)methanamine FC=1C(=NC=CC1SC=1N=CC(=NC1)N1C[C@@H]2[C@]([C@@H]2CC1)(C1=C(C=CC=C1)F)CN)C